NCC1(CN(CC1)C1=NC2=C(N1CC1=CC=C(C#N)C=C1)C=CC=C2)C 4-((2-(3-(aminomethyl)-3-methylpyrrolidin-1-yl)-1H-benzo[d]imidazol-1-yl)methyl)benzonitrile